COC1=C(C=NC=C1)N(C1CCN(CC1)C=1C=NC(=NC1)C(F)(F)F)C1=CC=C(C=C1)C(F)(F)F 4-Methoxy-N-(4-(trifluoromethyl)phenyl)-N-(1-(2-(trifluoromethyl)pyrimidin-5-yl)piperidin-4-yl)pyridin-3-amine